2,4-dibromo-N-(4-cyclopropyl-1-(phenylamino)butan-2-yl)-5-methoxybenzenesulfonamide BrC1=C(C=C(C(=C1)Br)OC)S(=O)(=O)NC(CNC1=CC=CC=C1)CCC1CC1